FC1=C(N(C=2N=C(N=CC21)NC2=CC=C(C=C2)N2CCN(CC2)C)C2=CC=CC(=N2)N=S(=O)(C)C)CCC ((6-(5-fluoro-2-((4-(4-methylpiperazin-1-yl)phenyl)amino)-6-propyl-7H-pyrrolo[2,3-d]pyrimidin-7-yl)pyridin-2-yl)imino)dimethyl-λ6-sulfanone